Bis(di-tert.-butyl-(4-dimethylaminophenyl)-phosphino)-palladium(II) chlorid C(C)(C)(C)P(C1=CC=C(C=C1)N(C)C)(C(C)(C)C)[Pd-](P(C(C)(C)C)(C(C)(C)C)C1=CC=C(C=C1)N(C)C)Cl